ClC1=CC=C(C(=N1)C(=O)NS(=O)(=O)C)N[C@H](C)C=1C=C(C=C2C(N(C(=NC12)N1C[C@H](CCC1)C1=CC=NC=C1)C)=O)C |o1:29| 6-chloro-3-(((R)-1-(3,6-dimethyl-4-oxo-2-((R*)-3-(pyridin-4-yl)piperidin-1-yl)-3,4-dihydroquinazolin-8-yl)ethyl)amino)-N-(methylsulfonyl)picolinamide